O=C1NC(CCC1N1C(C2=CC=CC(=C2C1=O)/C=N/N1CCCCC1)=O)=O (E)-2-(2,6-dioxopiperidin-3-yl)-4-((piperidin-1-ylimino)methyl)isoindoline-1,3-dione